3-bromo-2-hydroxypyrene BrC=1C(=CC2=CC=C3C=CC=C4C=CC1C2=C43)O